(2-(benzyloxy)ethyl)-1H-pyrazole-5-carboxylic acid C(C1=CC=CC=C1)OCCN1N=CC=C1C(=O)O